uracileselon N=1C(=O)NC(=O)C(C1)=[Se]